(+)-[3-(Tetrazol-1-yl)pyrrolidin-1-yl]-[6-[6-(trifluoromethyl)pyrazin-2-yl]oxy-2-azaspiro[3.3]heptan-2-yl]methanone N1(N=NN=C1)C1CN(CC1)C(=O)N1CC2(C1)CC(C2)OC2=NC(=CN=C2)C(F)(F)F